(E)-ethyl 3-(4-((E)-1-(1H-indazol-5-yl)-2-(2-methoxyphenyl)but-1-en-1-yl)phenyl)acrylate N1N=CC2=CC(=CC=C12)\C(=C(/CC)\C1=C(C=CC=C1)OC)\C1=CC=C(C=C1)/C=C/C(=O)OCC